5-[4-amino-5-(trifluoromethyl)-pyrrolo[2,1-f][1,2,4]triazin-7-yl]-N-[(3R,4S)-4-fluoro-1-(5,5,5-trifluoro-4-hydroxy-4-phenylpentan-2-yl)pyrrolidin-3-yl]-2-methoxypyridine-3-carboxamide NC1=NC=NN2C1=C(C=C2C=2C=C(C(=NC2)OC)C(=O)N[C@@H]2CN(C[C@@H]2F)C(C)CC(C(F)(F)F)(C2=CC=CC=C2)O)C(F)(F)F